(4-chloro-3-methoxy-5-(4,4,5,5-tetramethyl-1,3,2-dioxaborolan-2-yl)phenyl)(phenyl)methanone ClC1=C(C=C(C=C1B1OC(C(O1)(C)C)(C)C)C(=O)C1=CC=CC=C1)OC